ClC=1C(=NC=CC1)OC=1C=C(C=CC1)NC(=S)NC(=O)C=1OC=CC1 N-[(3-(3-chloropyridin-2-yloxy)phenyl)thiocarbamoyl]furan-2-carboxamide